5-chloro-1-(2-chloro-5-fluoro-4-((methylsulfonyl)carbamoyl)phenyl)-1H-indole-3-carboxylic acid ClC=1C=C2C(=CN(C2=CC1)C1=C(C=C(C(=C1)F)C(NS(=O)(=O)C)=O)Cl)C(=O)O